[Si](C1=CC=CC=C1)(C1=CC=CC=C1)(C(C)(C)C)OCC(C(=O)O)C1=CC=CC=C1 3-((t-butyldiphenylsilyl)oxy)-2-phenylpropionic acid